N-[9-[(2R,6R)-6-[[bis(4-methoxyphenyl)-phenyl-methoxy]methyl]-6-(hydroxymethyl)-1,4-dioxan-2-yl]-6-oxo-1H-purin-2-yl]-2-methyl-propionamide COC1=CC=C(C=C1)C(OC[C@]1(COC[C@@H](O1)N1C=2N=C(NC(C2N=C1)=O)NC(C(C)C)=O)CO)(C1=CC=CC=C1)C1=CC=C(C=C1)OC